N-((3-(benzyloxy)-1-butyl-6-methyl-4-oxo-1,4-dihydropyridin-2-yl)methyl)-4-methoxybenzamide C(C1=CC=CC=C1)OC1=C(N(C(=CC1=O)C)CCCC)CNC(C1=CC=C(C=C1)OC)=O